4-(4-(4-methoxyphenyl)thiazol-2-yl)piperazine-1-carboxylic acid tert-butyl ester C(C)(C)(C)OC(=O)N1CCN(CC1)C=1SC=C(N1)C1=CC=C(C=C1)OC